O[C@H](COC1C2(CCCC1)C1=CC=CC=C1C(C=1C3=C(OC12)C=CC=C3)=O)[C@@H](CO)O (2R,3R)-2,3,4-trihydroxybutoxy-11H-spiro[benzo[b]naphtho[2,3-d]furan-6,1'-cyclohexane]-11-one